1-methyl-3a-(3,4,5-trimethoxyphenyl)-2,3,7,7a-tetrahydroindol-6-one CN1CCC2(C=CC(CC12)=O)C1=CC(=C(C(=C1)OC)OC)OC